dioctyl-oxypyrophosphoric acid C(CCCCCCC)OOP(=O)(OOCCCCCCCC)OP(=O)(O)O